C/C/1=C\\CC/C(=C/C[C@@H](CC1)C(=C)C(=O)O)/C The molecule is a germacrane sesquiterpenoid derived from germacrane by dehydrogenation between the 1-10, 4-5, and 11-13 positions, and by oxidation of the methyl group at position 12 to the corresponding carboxylic acid. It is a monocarboxylic acid and a germacrane sesquiterpenoid. It is a conjugate acid of a germacra-1(10),4,11(13)-trien-12-oate.